cis-N-(2-fluoro-5-(1-methyl-1H-1,2,4-triazol-3-yl)-4-(trifluoromethyl)phenyl)-3-methyl-6-azabicyclo[3.1.1]heptane-6-carboxamide FC1=C(C=C(C(=C1)C(F)(F)F)C1=NN(C=N1)C)NC(=O)N1C2CC(CC1C2)C